N-{2,5-dimethyl-2h,4h,5h-pyrazolo[4,3-c]Quinolin-6-yl}carbamic acid tert-butyl ester C(C)(C)(C)OC(NC1=CC=CC=2C=3C(CN(C12)C)=CN(N3)C)=O